Cl.NCCCCCNC(C(F)(F)F)=O N-(5-aminopentyl)-2,2,2-trifluoroacetamide hydrochloride salt